tert-Butyl N-[6-hydroxy-13-[2-(methylamino)-2-oxo-ethyl]-6,15-bis(trifluoromethyl)-19-oxa-3,4,13,18-tetrazatricyclo[12.3.1.12,5]nonadeca-1(17),2,4,14(18),15-pentaen-17-yl]carbamate OC1(C2=NN=C(C3=C(C=C(C(N(CCCCCC1)CC(=O)NC)=N3)C(F)(F)F)NC(OC(C)(C)C)=O)O2)C(F)(F)F